(R)-2-(1-(6-(5-((3-(cyclopropylmethyl)-2-oxoimidazolidin-1-yl)methyl)-1-methyl-1H-1,2,3-triazol-4-yl)-2-methylpyridin-3-yl)-5,5-difluoropiperidin-3-yl)acetic acid C1(CC1)CN1C(N(CC1)CC1=C(N=NN1C)C1=CC=C(C(=N1)C)N1C[C@@H](CC(C1)(F)F)CC(=O)O)=O